tert-butyl 4-(7-methoxy-4-((3-methyl-4-((1-methyl-1H-benzo[d]imidazol-5-yl)oxy)phenyl)amino)pyrido[3,2-d]pyrimidin-6-yl)-3,6-dihydropyridine-1(2H)-carboxylate COC1=CC=2N=CN=C(C2N=C1C=1CCN(CC1)C(=O)OC(C)(C)C)NC1=CC(=C(C=C1)OC1=CC2=C(N(C=N2)C)C=C1)C